3-(bis(4-chlorophenyl)methyl)-4-hydroxy-2H-pyran-2-one ClC1=CC=C(C=C1)C(C=1C(OC=CC1O)=O)C1=CC=C(C=C1)Cl